FC(C(CC(C)OC(C=C)=O)(C(F)(F)F)O)(F)F.C(O)C(C)(CO)CO trimethylolethane 5,5,5-trifluoro-4-hydroxy-4-(trifluoromethyl)pentan-2-yl-acrylate